[O-2].[Zn+2].[Mg+2].[Zn+2].[O-2].[O-2] zinc magnesium zinc oxide